1-(5-fluoro-2-hydroxyphenyl)propan-1-one FC=1C=CC(=C(C1)C(CC)=O)O